2-(2,6-diethylphenyl)-3-(5-fluoro-7-methoxy-1H-indol-4-yl)-4,5,6,7-tetrahydro-pyrazolo[4,3-c]Pyridine hydrochloride Cl.C(C)C1=C(C(=CC=C1)CC)N1N=C2C(CNCC2)=C1C1=C2C=CNC2=C(C=C1F)OC